CC(CC(=O)O[C@@]1(OC(C[C@@H]1NC(=O)[C@@]1(CC(=NO1)C1=NC=CC2=CC=CC=C12)C(C)C)=O)CF)C (2S,3S)-2-(fluoromethyl)-3-((R)-5-isopropyl-3-(isoquinolin-1-yl)-4,5-dihydroisoxazole-5-carboxamido)-5-oxotetrahydrofuran-2-yl 3-methylbutanoate